CS(=O)(=O)C=1C=C(C=CC1)C1=CNC=2N=CN=C(C21)N2CCOCC2 4-(5-(3-(methylsulfonyl)phenyl)-7H-pyrrolo[2,3-d]pyrimidin-4-yl)morpholine